ClC1=NC=C(C(=C1)N1CCC(CC1)(O)C)C#CC1(CC1)C 1-(2-chloro-5-((1-methylcyclopropyl)ethynyl)pyridin-4-yl)-4-methylpiperidin-4-ol